C1=CC=CC=2C3=CC=CC=C3C(C12)COC(=O)N([C@@H](CC(=O)O)C(N1CCCCC1)=O)C (3S)-3-[9H-fluoren-9-ylmethoxycarbonyl(methyl)amino]-4-oxo-4-piperidine-1-ylbutanoic acid